3-(2-Amino-1-(7-(2-aminopyridin-4-yl)-4-oxoquinazolin-3(4H)-yl)ethyl)benzonitrile NCC(N1C=NC2=CC(=CC=C2C1=O)C1=CC(=NC=C1)N)C=1C=C(C#N)C=CC1